ClC=1C(N(N=CC1NC[C@H]1COCCC1)C1=CC=C(C=C1)O[C@H]1CN(CC1)C(C(C)C)=O)=O 4-chloro-2-(4-(((R)-1-isobutyrylpyrrolidin-3-yl)oxy)phenyl)-5-((((S)-tetrahydro-2H-pyran-3-yl)methyl)amino)pyridazin-3(2H)-one